C(CCCCCCCCCCC)OP(=O)(O)O.N(CCO)(CCO)CCO.C(CCCCCCCCCCC)OP(=O)(O)O dodecylphosphate-triethanolamine, dodecyl-phosphate salt